C(CC[C@@H](C(=O)O)NC(=O)C1=CC=C(NCC2=CN=C3N=C(N)NC(=O)C3=N2)C=C1)(=O)[O-] Folate